N-((6-(2-Chloro-3-(3-chloro-2-(3-(difluoromethoxy)-4-(((tetrahydro-2H-pyran-4-yl)amino)methyl)phenyl)pyridin-4-yl)phenyl)-2-methoxypyridin-3-yl)methyl)tetrahydro-2H-pyran-4-amine ClC1=C(C=CC=C1C1=C(C(=NC=C1)C1=CC(=C(C=C1)CNC1CCOCC1)OC(F)F)Cl)C1=CC=C(C(=N1)OC)CNC1CCOCC1